8-fluoro-2-(4-methylaminomethyl-phenyl)-1,3,4,5-tetrahydro-azepino[5,4,3-cd]indol-6-one FC=1C=C2C=3C(=C(NC3C1)C1=CC=C(C=C1)CNC)CCNC2=O